C(C1=CC=CC=C1)OC1=NC(=CC=C1C1=NN(C2=CC(=C(C=C12)F)Br)C)OCC1=CC=CC=C1 3-(2,6-Bis(benzyloxy)pyridin-3-yl)-6-bromo-5-fluoro-1-methyl-1H-indazole